N[C@@H](C)C(=O)OC(CCCCCCCC)CCCCCCCC Heptadecan-9-yl L-alaninate